4-(2-amino-1-hydroxyethyl)phenol NCC(O)C1=CC=C(C=C1)O